2-(6-((4-(2-amino-7-bromothieno[3,2-d]pyrimidin-4-yl)-1H-1,2,3-triazol-1-yl)methyl)pyridin-2-yl)propan-2-ol NC=1N=C(C2=C(N1)C(=CS2)Br)C=2N=NN(C2)CC2=CC=CC(=N2)C(C)(C)O